6-isopropoxyquinoline C(C)(C)OC=1C=C2C=CC=NC2=CC1